[C@H]12CN(C[C@H](CC1)N2)C=2C1=C(N=C(N2)OC[C@]23CCCN3C[C@@H](C2)F)CN(CC1)C1=CC(=CC2=CC=CC(=C12)C#C)O 4-(4-((1R,5S)-3,8-diazabicyclo[3.2.1]octan-3-yl)-2-(((2R,7aS)-2-fluorotetrahydro-1H-pyrrolizin-7a(5H)-yl)methoxy)-5,8-dihydropyrido[3,4-d]pyrimidin-7(6H)-yl)-5-ethynylnaphthalen-2-ol